N1=CN=C2N=CCC2=C1 7-Deaza-Purin